3-amino-N-{2-[3-amino-4-(fluoromethyl)pyrrolidin-1-yl]-4-fluoro-5,6,7,8-tetrahydroquinolin-6-yl}-5-fluoro-6-methylthieno[2,3-b]pyridine-2-carboxamide NC1=C(SC2=NC(=C(C=C21)F)C)C(=O)NC2CC=1C(=CC(=NC1CC2)N2CC(C(C2)CF)N)F